(R)-1-(5-(6-chloro-3-(1H-imidazol-1-yl)-5-methoxy-1-methyl-1H-pyrrolo[3,2-b]pyridin-2-yl)-1H-1,2,4-triazol-3-yl)-2,2,2-trifluoroethan-1-ol ClC=1C=C2C(=NC1OC)C(=C(N2C)C2=NC(=NN2)[C@H](C(F)(F)F)O)N2C=NC=C2